N-(5-ethyl-1,3,4-thiadiazol-2-yl)-2-((4-oxo-1-phenyl-4,5-dihydro-1H-pyrazolo[3,4-d]pyrimidin-6-yl)thio)acetamide C(C)C1=NN=C(S1)NC(CSC=1NC(C2=C(N1)N(N=C2)C2=CC=CC=C2)=O)=O